FC=1C=C(C=CC1)[C@@H]1C[C@@H](CC2=CC=CC=C12)N(C)C |r| racemic-cis-4-(3-fluorophenyl)-N,N-dimethyl-1,2,3,4-tetrahydronaphthalen-2-amine